N-(carbamoylmethyl)-4-{[4-chloro-3-({1-[4-(2-cyclopropoxyphenyl)pyridin-3-yl]cyclopropoxy}methyl)phenyl]sulfanyl}-N-[(2S,3R,4R,5R)-2,3,4,5,6-pentahydroxyhexyl]butanamide C(N)(=O)CN(C(CCCSC1=CC(=C(C=C1)Cl)COC1(CC1)C=1C=NC=CC1C1=C(C=CC=C1)OC1CC1)=O)C[C@@H]([C@H]([C@@H]([C@@H](CO)O)O)O)O